NC1CCC(CC1)C1=CC2=C(N(C(N2C)=O)C2C(NC(CC2)=O)=O)C=C1 3-[5-(4-Aminocyclohexyl)-3-methyl-2-oxo-benzimidazol-1-yl]piperidine-2,6-dione